methyl (S)-2-((tertbutoxycarbonyl)amino)-3-(7-chloro-2,3-dihydrobenzo[b][1,4]dioxin-5-yl)propanoate C(C)(C)(C)OC(=O)N[C@H](C(=O)OC)CC1=CC(=CC=2OCCOC21)Cl